2-Methyl-oxazole-5-carboxylic acid [(2R)-3-(1-ethyl-8-oxo-spiro[6,7-dihydro-4H-pyrazolo[3,4-c]azepin-5,4'-tetrahydropyran]-3-yl)-2-methyl-propyl] ester C(C)N1N=C(C2=C1C(NCC1(CCOCC1)C2)=O)C[C@H](COC(=O)C2=CN=C(O2)C)C